FC(C=1C=CC(=NC1C=1C(=NN(C1)CCOC)C)N1C=NC2=C1C=C(C(=C2)NC=2N=NC(=CC2)C)OC)F 1-[5-(difluoromethyl)-6-[1-(2-methoxyethyl)-3-methyl-pyrazol-4-yl]-2-pyridyl]-6-methoxy-N-(6-methylpyridazin-3-yl)benzimidazol-5-amine